CN[C@@H](CCSC)C(=O)O Methyl-Methionine